3-(methoxymethyl)isoxazole-5-carboxylic acid COCC1=NOC(=C1)C(=O)O